p-carboxycyclohexylmethylmaleimide C(=O)(O)C1CCC(CC1)CC=1C(=O)NC(C1)=O